N1(CCC1)C(=O)N1[C@H]([C@H](CC1)NC(C(=O)N(C)C)=O)CC1=NC(=CC=C1)C1=CC(=CC=C1)F N~2~-[(2S,3S)-1-(azetidine-1-carbonyl)-2-{[6-(3-fluorophenyl)pyridin-2-yl]methyl}pyrrolidin-3-yl]-N~1~,N~1~-dimethylethanediamide